ClC1=C(C(=O)NC=2C=C3C=C(N(C3=CC2)CCOC)C(=O)NC2=CC(=CC(=C2)C(F)(F)F)F)C=C(C=C1)CNC(C(C)C)=O 5-(2-chloro-5-(isobutyrylaminomethyl)benzoylamino)-N-(3-fluoro-5-trifluoromethylphenyl)-1-(2-methoxyethyl)-1H-indole-2-carboxamide